2-amino-2,2-dicyclohexylacetic acid NC(C(=O)O)(C1CCCCC1)C1CCCCC1